bis((di-tert-butylphosphino)methyl)methylamine C(C)(C)(C)P(C(C)(C)C)CN(C)CP(C(C)(C)C)C(C)(C)C